(1R,2S,5S)-6,6-dimethyl-3-[3-methyl-N-(trifluoromethanesulfonyl)-L-valyl]-N-{(2S)-3-oxo-1-[(3S)-2-oxopyrrolidin-3-yl]-4-phenoxybutan-2-yl}-3-azabicyclo[3.1.0]hexane-2-carboxamide CC1([C@H]2CN([C@@H]([C@@H]12)C(=O)N[C@@H](C[C@H]1C(NCC1)=O)C(COC1=CC=CC=C1)=O)C([C@@H](NS(=O)(=O)C(F)(F)F)C(C)(C)C)=O)C